CN(C/C=C/C(=O)N1CCOC2=C3C(=NC=NC3=CC=C21)NC2=CC=C(C=C2)OCC2=C(C=CC=C2)OC)C (E)-4-(dimethylamino)-1-(10-((4-((2-methoxybenzyl)oxy)phenyl)amino)-2,3-dihydro-4H-[1,4]oxazino[2,3-f]quinazolin-4-yl)but-2-en-1-one